2-(5-chloro-2H-benzotriazole-2-yl)-4-methyl-6-tert-butylphenol ClC1=CC=2C(=NN(N2)C2=C(C(=CC(=C2)C)C(C)(C)C)O)C=C1